5-(2-((2R,5S)-2-(3-((S)-2-(dimethylamino)propoxy)phenyl)-5-methylpiperidin-1-yl)-2-oxoacetamido)-2-methoxynicotinamide CN([C@H](COC=1C=C(C=CC1)[C@@H]1N(C[C@H](CC1)C)C(C(=O)NC=1C=NC(=C(C(=O)N)C1)OC)=O)C)C